C(C)(C)(C)OC(=O)NCCC[C@@H](C(=O)O)CC(C)([N+](=O)[O-])C (R)-2-[3-(tert-butoxycarbonylamino)propyl]-4-methyl-4-nitro-pentanoic acid